N-[5-(4-amino-2-methylphenyl)-1-trityl-1H-indazol-3-yl]-1-methylpiperidine-4-carboxamide NC1=CC(=C(C=C1)C=1C=C2C(=NN(C2=CC1)C(C1=CC=CC=C1)(C1=CC=CC=C1)C1=CC=CC=C1)NC(=O)C1CCN(CC1)C)C